tert-butyl (2R,5S)-2-formyl-5-(4-methoxy-benzyl)pyrrolidine-1-carboxylate C(=O)[C@@H]1N([C@@H](CC1)CC1=CC=C(C=C1)OC)C(=O)OC(C)(C)C